C(C)(C)N(N(C(=O)O)C(C)C)C(=O)O.N(N)(C(=O)OC(C)C)C(=O)OC(C)C diisopropyl hydrazonodicarboxylate (diisopropyl hydrazodicarboxylate)